COC(=O)[C@H]1O[C@]([C@H]([C@H]1C1=C(C(=C(C(=C1)Cl)F)F)O)C)(C(F)(F)F)C (2S,3S,4S,5R)-3-(5-chloro-3,4-difluoro-2-hydroxyphenyl)-4,5-dimethyl-5-(trifluoromethyl)tetrahydrofuran-2-carboxylic acid methyl ester